(R)-N-(4-cyclobutyl-5-(4-fluorophenyl)-1-methyl-1H-pyrazol-3-yl)-2-(3,3-difluorocyclobutyl)propanamide C1(CCC1)C=1C(=NN(C1C1=CC=C(C=C1)F)C)NC([C@H](C)C1CC(C1)(F)F)=O